O=C1N(CCN1)C1=CC=C(C=C1)C=1C(NC2=CC=C(C=C2C1)C1=CC=C(C=C1)N1CCN(CC1)C(C)C)=O 3-[4-(2-oxoimidazolidin-1-yl)phenyl]-6-{4-[4-(propan-2-yl)piperazin-1-yl]phenyl}-1,2-dihydro-quinolin-2-one